2-chloro-N-(2,3-dihydrobenzo[b][1,4]dioxin-6-yl)-N-(3,5-dimethoxyphenyl)acetamide ClCC(=O)N(C1=CC(=CC(=C1)OC)OC)C1=CC2=C(OCCO2)C=C1